BrC1=CC=C(C=C1)C=1C=CC(=CC1)Br Dibromo-3,3'-biphenyl